1-(5-bromopyridin-3-yl)propan-1-amine hydrochloride Cl.BrC=1C=C(C=NC1)C(CC)N